N-(3-(4'-((2-Methoxyethoxy)Methyl)-4,5,5',6'-Tetrahydro-2H-Spiro[Furan-3,8'-Pyrano[3,4-b]Pyridin]-2'-yl)-1-methyl-1H-Pyrrolo[2,3-c]Pyridin-5-yl)Acetamide COCCOCC1=C2C(=NC(=C1)C1=CN(C3=CN=C(C=C31)NC(C)=O)C)C3(OCC2)COCC3